(+)-trans-6-[3-[2-[2-Fluoro-4-(trifluoromethyl)phenyl]ethyl]azetidine-1-carbonyl]-4,4a,5,7,8,8a-hexahydropyrido[4,3-b][1,4]oxazin-3-one FC1=C(C=CC(=C1)C(F)(F)F)CCC1CN(C1)C(=O)N1C[C@@H]2[C@H](OCC(N2)=O)CC1